NCC(=O)N1C[C@@H]([C@@H](CC1)NC1=CC=CC2=C(N(N=C12)C#CCNC1=C(C=C(C=C1)S(=O)(=O)C)OC)C=C)F 2-amino-1-((3S,4R)-3-fluoro-4-((2-(3-((2-methoxy-4-(methylsulfonyl)phenyl)amino)prop-1-yn-1-yl)-3-vinyl-2H-indazol-7-yl)amino)piperidin-1-yl)ethan-1-one